ClC1=NC=C(C(=C1)N1C(C=C(C=C1C)OCC1=NC=C(C=C1F)F)=O)C (P)-2'-chloro-4-((3,5-difluoropyridin-2-yl)methoxy)-5',6-dimethyl-2H-[1,4'-bipyridin]-2-one